CN1N=CC(=C1C)NC1=NC=CC(=N1)O 2-((1,5-dimethyl-1H-pyrazol-4-yl)amino)pyrimidin-4-ol